NC(C(O)C)C 2-amino-1-Methyl-1-propanol